(R,R and S,S)-5-methyl-6-(3-methyl-1-(3-methyloxetan-3-yl)piperidin-4-yl)-1-(1-methyl-1H-pyrazol-4-yl)-1H-indazole CC=1C=C2C=NN(C2=CC1[C@H]1[C@H](CN(CC1)C1(COC1)C)C)C=1C=NN(C1)C |&1:10|